(2-(2-methoxy-7-vinylquinoxalin-5-yl)-4-methyl-7,8-dihydro-[1,4]dioxino[2',3':3,4]benzo[1,2-d]thiazol-7-yl)methyl carbonochloridate C(OCC1OC2=C(C3=C(N=C(S3)C3=C4N=CC(=NC4=CC(=C3)C=C)OC)C(=C2)C)OC1)(=O)Cl